2-{[(1S)-1-{4-[(4,4-difluoropiperidin-1-yl)methyl]phenyl}ethyl]amino}-4-methyl-8-(2-methylpropyl)pyrido[2,3-d]pyrimidin-7(8H)-one FC1(CCN(CC1)CC1=CC=C(C=C1)[C@H](C)NC=1N=C(C2=C(N1)N(C(C=C2)=O)CC(C)C)C)F